methyl 2-[3-(1,3-benzothiazol-2-ylamino)-4-methyl-6,7-dihydro-5H-pyrido[2,3-c]pyridazin-8-yl]-5-[3-[2-fluoro-4-[3-(4-methylpiperazin-1-yl)propyl]phenoxy]propyl]thiazole-4-carboxylate S1C(=NC2=C1C=CC=C2)NC2=C(C1=C(N=N2)N(CCC1)C=1SC(=C(N1)C(=O)OC)CCCOC1=C(C=C(C=C1)CCCN1CCN(CC1)C)F)C